tert-butyl 3-[6-[5-(oxetan-3-ylmethoxy)pyrazolo[1,5-a]pyridin-3-yl]-2-pyridyl]piperidine-1-carboxylate O1CC(C1)COC1=CC=2N(C=C1)N=CC2C2=CC=CC(=N2)C2CN(CCC2)C(=O)OC(C)(C)C